[N+](=O)([O-])C1=C(C=CC(=C1)[N+](=O)[O-])N[C@H](C(=O)O)CCC(=O)N[C@@H](CS)C(=O)NCC(=O)O (2,4-Dinitrophenyl)glutathione